2-(4-chloro-2-cyano-6-fluoro-phenyl)-2-cyano-acetic acid methyl ester COC(C(C#N)C1=C(C=C(C=C1F)Cl)C#N)=O